2-ethylpyridine-4-carboxylic acid C(C)C1=NC=CC(=C1)C(=O)O